C1(=CC=CC=C1)C(CC)Br 1-phenyl-1-bromopropane